OCCN(CCN(C1=CC=C(C=C1)N)CCO)C1=CC=C(C=C1)N N,N'-bis-(β-hydroxyethyl)-N,N'-bis-(4'-aminophenyl)ethylenediamine